C(=O)O.[2H]C([2H])([2H])N([C@@H]1[C@H](CC[C@@H](C1)C1=CC(=CC=C1)C(F)(F)F)NC1=CC(=C(C=C1Cl)S(=O)(=O)NC1=NC=NC=C1)F)C([2H])([2H])[2H] 4-[[(1S,2S,4S)-2-[bis(trideuteriomethyl)amino]-4-[3-(trifluoromethyl)phenyl]-cyclohexyl]amino]-5-chloro-2-fluoro-N-pyrimidin-4-yl-benzenesulfonamide Formate